2-bromo-6-fluorobenzene BrC1=CC(=CC=C1)F